3-(5-(((1R,2R)-2-(((6-methylpyridin-2-yl)methyl)amino)cyclohexyl)oxy)-1-oxoisoindolin-2-yl)piperidine-2,6-dione CC1=CC=CC(=N1)CN[C@H]1[C@@H](CCCC1)OC=1C=C2CN(C(C2=CC1)=O)C1C(NC(CC1)=O)=O